5-(azetidin-1-yl)-2-morpholinooxazolo[4,5-b]pyridin-6-amine N1(CCC1)C1=C(C=C2C(=N1)N=C(O2)N2CCOCC2)N